N-(3-methoxy-4-{[3-(4-{[(1S,4S)-4-(dimethyl-amino)cyclohexyl]amino}-1-(2,2,2-trifluoroethyl)-1H-indol-2-yl)prop-2-yn-1-yl]amino}benzenesulfonyl)propanamide COC=1C=C(C=CC1NCC#CC=1N(C2=CC=CC(=C2C1)NC1CCC(CC1)N(C)C)CC(F)(F)F)S(=O)(=O)NC(CC)=O